CC1=NN2C(C=C(C=C2N2CCOCC2)B(O)O)=N1 2-methyl-5-(morpholin-4-yl)-[1,2,4]triazolo[1,5-a]pyridin-7-ylboronic acid